N1C(=NC=C1)CNC(=O)C=1C(=NN2C1C=C(C=C2)OCC2=NC=CC=C2)C N-[(1H-imidazol-2-yl)methyl]-2-methyl-5-[(pyridin-2-yl)methoxy]pyrazolo[1,5-a]pyridine-3-carboxamide